BrC1=C(C=CC(=C1)F)C1=NSC(O1)=O 5-(2-bromo-4-fluorophenyl)-1,3,4-oxathiazol-2-one